FC1=C(C(=NC(=N1)C1=NC=CC(=C1)SC)OC)C(F)(F)F 6-fluoro-4-methoxy-2-(4-methylsulfanyl-2-pyridyl)-5-trifluoromethylpyrimidine